C(C)(=O)C=1C=C(C=CC1)NC(=O)NC=1C=C2C(N(C(N(C2=CC1)C1CCCC1)=O)CCOC)=O 1-(3-acetylphenyl)-3-(1-cyclopentyl-3-(2-methoxyethyl)-2,4-dioxo-1,2,3,4-tetrahydroquinazolin-6-yl)urea